3-fluoro-2-methoxypropan-1-amine FCC(CN)OC